(2-(dimethylamino)ethyl)-5-methoxy-N-methyl-2-nitrobenzene-1,4-diamine CN(CCC=1C(=C(C=C(C1N)OC)NC)[N+](=O)[O-])C